(1r,4r)-4-((2-cyanofuro[2,3-c]pyridin-5-yl)amino)-N-methylcyclohexane-1-carboxamide C(#N)C1=CC=2C(=CN=C(C2)NC2CCC(CC2)C(=O)NC)O1